CC1=CC=C(N1)C=O 5-Methyl-1H-pyrrole-2-carboxaldehyde